2-((tert-butoxycarbonyl)amino)-2-((oleoyloxy)methyl)propane-1,3-diyl dioleate C(CCCCCCC\C=C/CCCCCCCC)(=O)OCC(COC(CCCCCCC\C=C/CCCCCCCC)=O)(COC(CCCCCCC\C=C/CCCCCCCC)=O)NC(=O)OC(C)(C)C